[4-(5-methyloxazolo[4,5-b]pyridin-2-yl)piperazin-1-yl]-[4-[1-(oxetan-3-ylmethyl)triazol-4-yl]phenyl]methanone CC1=CC=C2C(=N1)N=C(O2)N2CCN(CC2)C(=O)C2=CC=C(C=C2)C=2N=NN(C2)CC2COC2